5-({4-[(1R,5S)-8-{[(1R,2S)-2-fluorocyclopropyl]carbonyl}-3,8-diazabicyclo[3.2.1]oct-3-yl]pyrimidin-2-yl}amino)-N,3-dimethylpyrimidine-2-carboxamide F[C@@H]1[C@H](C1)C(=O)N1[C@H]2CN(C[C@@H]1CC2)C2=NC(=NC=C2)NC2=CN(C(N=C2)C(=O)NC)C